tert-butyl 4-(3-fluoro-4-(4,4,5,5-tetramethyl-1,3,2-dioxaborolan-2-yl)phenyl)-4-hydroxypiperidine-1-carboxylate FC=1C=C(C=CC1B1OC(C(O1)(C)C)(C)C)C1(CCN(CC1)C(=O)OC(C)(C)C)O